FC1(C2(CC2C(=O)O)CCCC1)F 4,4-difluorospiro[2.5]octane-1-carboxylic acid